O1C=C(C2=C1C=CC=C2)C[C@H](NC(CC=2C=C1C(CC3(CN1C2)CC3)=O)=O)B(O)O (R)-(2-(benzofuran-3-yl)-1-(2-(8'-oxo-7',8'-dihydro-5'H-spiro[cyclopropane-1,6'-indolizin]-2'-yl)acetamido)ethyl)boronic acid